[NH4+].C(#N)C1=CC(=C(COC2=NN(C=C2)C2CCN(CC2)CC2=NC3=C(N2CC2=CN=CN2C(F)F)C=C(C=C3)C(=O)[O-])C=C1)F 2-((4-(3-((4-cyano-2-fluorobenzyl)oxy)-1H-pyrazol-1-yl)piperidin-1-yl)methyl)-1-((1-(difluoromethyl)-1H-imidazol-5-yl)methyl)-1H-benzo[d]imidazole-6-carboxylic acid, ammonium salt